C(C)(C)(C)OC(=O)N[C@H]1CN(CCC1)CC1=CC(=NC=C1)C(=O)[O-].[Li+] lithium (R)-4-((3-((tert-butoxycarbonyl)amino)piperidin-1-yl)methyl)picolinate